cyclohexane-1,2,3,5-tetrol C1(C(C(CC(C1)O)O)O)O